N-[6-[2-(3-cyanophenyl)-2-methylpropanoyl]-3-pyridyl]-2-(4-ethylsulfonylphenyl)acetamide C(#N)C=1C=C(C=CC1)C(C(=O)C1=CC=C(C=N1)NC(CC1=CC=C(C=C1)S(=O)(=O)CC)=O)(C)C